p-bis(2,3,4-trihydroxybenzoyl-5-methylbenzoyl)benzene OC1=C(C(=O)C2=C(C(=O)C3=CC=C(C=C3)C(C3=C(C=CC(=C3)C)C(C3=C(C(=C(C=C3)O)O)O)=O)=O)C=C(C=C2)C)C=CC(=C1O)O